ClC1=CC=C2CCC(NC2=N1)C 7-chloro-2-methyl-1,2,3,4-tetrahydro-1,8-naphthyridine